CSC=1C=C(C=CC1)CC(C)=O 1-(3-(methylthio)phenyl)propan-2-one